(1S,4S)-(4-aminocyclohexyl)-4-methoxy-benzamide NC1CCC(CC1)C1=C(C(=O)N)C=CC(=C1)OC